2-amino-7-(cyclopropyl-methyl)-7,9-dihydro-8H-purin-8-one NC1=NC=C2N(C(NC2=N1)=O)CC1CC1